O=C1N(CCC12CN(CC2)C(=O)OC(C)(C)C)C2=NC=C(C=N2)C#C[Si](C)(C)C tert-butyl 1-oxo-2-[5-(2-trimethylsilylethynyl) pyrimidin-2-yl]-2,7-diazaspiro[4.4]nonane-7-carboxylate